6-Chloro-3-[(1R)-1-[3,6-dimethyl-2-(2-methylindazol-5-yl)-4-oxo-chromen-8-yl]ethoxy]pyridine-2-sulfonamide ClC1=CC=C(C(=N1)S(=O)(=O)N)O[C@H](C)C=1C=C(C=C2C(C(=C(OC12)C1=CC2=CN(N=C2C=C1)C)C)=O)C